methyl 4-(4-((2-allyl-3-oxo-1-(6-sulfamoylpyridin-2-yl)-2,3-dihydro-1H-pyrazolo[3,4-d]pyrimidin-6-yl)amino)phenyl)piperazine-1-carboxylate C(C=C)N1N(C2=NC(=NC=C2C1=O)NC1=CC=C(C=C1)N1CCN(CC1)C(=O)OC)C1=NC(=CC=C1)S(N)(=O)=O